(S)-6-(4-chlorophenyl)-N-(1-(3-fluoro-4-chlorophenyl)ethyl)-2-(1-methyl-1H-pyrazol-4-yl)-3-oxo-2,3-dihydropyridazine-4-carboxamide ClC1=CC=C(C=C1)C=1C=C(C(N(N1)C=1C=NN(C1)C)=O)C(=O)N[C@@H](C)C1=CC(=C(C=C1)Cl)F